3-aminobicyclo[1.1.1]pentane-1-formic acid NC12CC(C1)(C2)C(=O)O